1-(4-(5-((5-Chloro-4-((2-(dimethylphosphoryl)phenyl)amino)pyrimidin-2-yl)amino)-1H-indazol-3-yl)-3,6-dihydropyridin-1(2H)-yl)ethan-1-one ClC=1C(=NC(=NC1)NC=1C=C2C(=NNC2=CC1)C=1CCN(CC1)C(C)=O)NC1=C(C=CC=C1)P(=O)(C)C